C1=CC=CC=2C3=CC=CC=C3C(C12)COC(=O)N[C@@H](CCSC)C(=O)O\C(\C)=C\C(C1=CC=CC=C1)=O (E)-4-oxo-4-phenylbut-2-en-2-yl (((9H-fluoren-9-yl)methoxy)carbonyl)-L-methioninate